C(C)OC(C[C@H]1[C@@H]([C@H]([C@@H](C1=O)C)C1=CC=CC=C1)/C=C/C(=O)OCC)=O ethyl (2E)-3-((1R,2S,4S,5R)-2-(2-ethoxy-2-oxoethyl)-4-methyl-3-oxo-5-phenylcyclopentyl)-2-propenoate